C(=O)(OCC1C2=CC=CC=C2C2=CC=CC=C12)NCCCCCCCCCCCC(=O)O 12-(Fmoc-amino)dodecanoic acid